C1(CC1)C1=CC=C(C=C1)C=1C=CC2=C(C(=C(O2)C)C(=O)NC(C(F)(F)F)CO)C1 5-(4-cyclopropylphenyl)-2-methyl-N-(1,1,1-trifluoro-3-hydroxypropan-2-yl)benzofuran-3-carboxamide